4-[2-(cyclopropylmethoxy)-5-ethylsulfonylphenyl]-2-methyl-6-(1-methylpyrazol-4-yl)isoquinolin-1-one C1(CC1)COC1=C(C=C(C=C1)S(=O)(=O)CC)C1=CN(C(C2=CC=C(C=C12)C=1C=NN(C1)C)=O)C